CN(NCC1=CC=CC=2N(N=NC21)C)C(C)=O N-methyl-N'-((1-methyl-1H-benzo[d][1,2,3]triazol-4-yl)methyl)acetohydrazide